C(C)N1C2=CC=C(C=C2C=2C=CN=C(C12)C)NC(=O)NC1=CC=C(C=C1)C(F)(F)F 1-(9-Ethyl-1-methyl-beta-carbolin-6-yl)-3-(4-(trifluoromethyl)phenyl)urea